(R)-N-(cyclopropylmethyl)-2-(trifluoromethyl)-6,7-dihydro-5H-cyclopenta[b]pyridin-5-amine C1(CC1)CN[C@@H]1CCC2=NC(=CC=C21)C(F)(F)F